3-acetamido-2-fluoro-N-methoxy-N-methyl-5-(trifluoromethyl)benzamide C(C)(=O)NC=1C(=C(C(=O)N(C)OC)C=C(C1)C(F)(F)F)F